C(C)N1C[C@@H](CCC1)NC=1N=NC(=C(N1)C)C1=C(C=C(C=C1F)C(F)(F)F)O 2-[3-[[(3R)-1-ethyl-3-piperidinyl]amino]-5-methyl-1,2,4-triazin-6-yl]-3-fluoro-5-(trifluoromethyl)phenol